1-chloro-2-(2-chloro-1-methyl-vinyl)benzene ClC1=C(C=CC=C1)C(=CCl)C